O[C@@H]1[C@H](C[C@H](CC1)N1N=C2C=C(C(=CC2=C1)C(=O)NC1=CN=C2N1N=CC=C2)OC)C |o1:1,2,4| rel-2-((1S,3S,4S)-4-hydroxy-3-methylcyclohexyl)-N-(imidazo[1,2-b]pyridazin-3-yl)-6-methoxy-2H-indazole-5-carboxamide